[Cl-].C[NH2+]CC N-methylethylammonium chloride